F[C@@H]1CN(C[C@@H]1N1N=C(C2=NC=CC=C21)C2=CC=C(C=C2)C(F)(F)F)C(C=C)=O 1-((3R,4S)-3-fluoro-4-(3-(4-(trifluoromethyl)phenyl)-1H-pyrazolo[4,3-b]pyridin-1-yl)-pyrrolidin-1-yl)prop-2-en-1-one